BrC1=CC=C(C=C1)C1=C(N=NN1)C#N 5-(4-bromophenyl)-1,2,3-triazole-4-carbonitrile